COC(C1=CN=C(C=C1N1C[C@H](CC1)NC(=O)OC(C)(C)C)OC)=O (S)-4-(3-((tert-butoxycarbonyl)amino)pyrrolidin-1-yl)-6-methoxynicotinic acid methyl ester